[NH4+].C(C(C)C)O monoisobutanol ammonium salt